5-((4-(7-chloro-[1,2,4]triazolo[1,5-a]pyridin-6-yl)piperidin-1-yl)sulfonyl)thiazol ClC1=CC=2N(C=C1C1CCN(CC1)S(=O)(=O)C1=CN=CS1)N=CN2